[Si](C)(C)(C(C)(C)C)O[C@H]1[C@@H](O)O[C@@H]([C@H]1O[Si](C)(C)C(C)(C)C)CO 2,3-bis-O-tert-butyldimethylsilyl-α-D-ribose